C[C@@H]1CC[C@@H](N(C1)C(C(=O)NC=1C=C(C=NC1)C(=O)N)=O)C1=NC=CC=C1 5-[[2-[(2R,5R)-5-methyl-2-(2-pyridyl)-1-piperidyl]-2-oxo-acetyl]amino]pyridine-3-carboxamide